C1(=CC=CC=C1)CCC[NH3+] 3-phenyl-1-propylammonium